N-(6-(4-(Methylsulfonyl)piperazin-1-yl)pyridin-3-yl)-4-(6-(pyridin-3-yl)imidazo[1,2-a]pyridin-3-yl)pyrimidin-2-amin CS(=O)(=O)N1CCN(CC1)C1=CC=C(C=N1)NC1=NC=CC(=N1)C1=CN=C2N1C=C(C=C2)C=2C=NC=CC2